tert-butyl 2-[(2's,4r)-2'-fluoro-1-oxo-6-(1-fluorocyclopropyl)spiro[3H-isoquinoline-4,1'-cyclopropane]-2-yl]acetate F[C@@H]1[C@@]2(C1)CN(C(C1=CC=C(C=C12)C1(CC1)F)=O)CC(=O)OC(C)(C)C